5-(2-fluorophenoxy)-2-(trifluoromethyl)-N-(4-(trifluoromethyl)phenyl)-1H-imidazo[4,5-b]pyrazin-6-amin FC1=C(OC=2N=C3C(=NC2NC2=CC=C(C=C2)C(F)(F)F)NC(=N3)C(F)(F)F)C=CC=C1